(2H3)methyl-4-methylpyridin-2-one C([2H])([2H])([2H])C=1C(NC=CC1C)=O